7-tert-butyl 1-ethyl 2-(4-iodophenyl)-6-methyl-3-oxo-5H,6H,8H-imidazo[1,5-a]pyrazine-1,7-dicarboxylate IC1=CC=C(C=C1)N1C(N2C(CN(C(C2)C)C(=O)OC(C)(C)C)=C1C(=O)OCC)=O